N-methylimidazo[1,2-a]pyridine-6-carboxamide CNC(=O)C=1C=CC=2N(C1)C=CN2